ClC1=C(C=C(C=C1)OC(F)(F)F)C=1C(=CC=C2C(=C(C=NC12)NC(=O)C1=CC=NC2=CC=CC=C12)N1CCOCC1)F N-(8-(2-chloro-5-(trifluoromethoxy)phenyl)-7-fluoro-4-morpholinoquinolin-3-yl)quinoline-4-carboxamide